N1(C=NCC=C1)C(=O)[O-] pyrimidine-1(4H)-carboxylate